NC=1C2=C(N=CN1)N(C=C2C=2OC=CC2)[C@@H]2S[C@@H]([C@H]([C@H]2O)O)CO (2R,3R,4S,5R)-2-(4-amino-5-(furan-2-yl)-7H-pyrrolo[2,3-d]pyrimidin-7-yl)-5-(hydroxymethyl)tetrahydrothiophene-3,4-diol